(2S,4R)-N-[(S)-[5-(3,3-difluorocyclobutyl)-6-fluoropyridin-2-yl](phenyl)methyl]-4-fluoro-1-[2-(6-oxo-1,6-dihydropyridin-3-yl)acetyl]pyrrolidine-2-carboxamide FC1(CC(C1)C=1C=CC(=NC1F)[C@@H](NC(=O)[C@H]1N(C[C@@H](C1)F)C(CC1=CNC(C=C1)=O)=O)C1=CC=CC=C1)F